O1[C@@H](COCC1)COC1=CC(=C(C(=N1)CCC1=C(C#N)C=C(C=C1)OC)CC)O (S)-2-(2-(6-((1,4-dioxan-2-yl)methoxy)-3-ethyl-4-hydroxypyridin-2-yl)ethyl)-5-methoxybenzonitrile